C(C)(=O)OC\C=C\CCCC=C (E)-2,7-Octadienyl acetate